methyl 2-(2-bromo-4-fluoro-7-oxothieno[2,3-c]pyridin-6(7H)-yl)-2-(5-fluoro-2-(methoxymethoxy)phenyl)acetate BrC1=CC2=C(C(N(C=C2F)C(C(=O)OC)C2=C(C=CC(=C2)F)OCOC)=O)S1